COC(CCCN1C(N(C(C1(C)C)=O)C1=C(C(=C(C=C1)C#N)SC)F)=S)=O 4-[3-(4-cyano-2-fluoro-3-methylthio-phenyl)-5,5-dimethyl-4-oxo-2-thioxo-imidazolidin-1-yl]butyric acid methyl ester